3-(4-cyanophenyl)-N5-cyclopropyl-N7-methyl-2,3-dihydrobenzofuran-5,7-dicarboxamide C(#N)C1=CC=C(C=C1)C1COC2=C1C=C(C=C2C(=O)NC)C(=O)NC2CC2